((2R,3S,4R,5R)-5-cyano-3,4-dihydroxy-5-(4-pentanamidopyrrolo[2,1-f][1,2,4]triazin-7-yl)tetrahydrofuran-2-yl)methyl propionate C(CC)(=O)OC[C@H]1O[C@]([C@@H]([C@@H]1O)O)(C1=CC=C2C(=NC=NN21)NC(CCCC)=O)C#N